CC1=C(C(=O)N[C@H](C)C2=CC(=CC=C2)C2=CC(=CC=C2)CS(=O)(=O)C)C=C(C=C1)N1CCN(CC1)C 2-Methyl-5-(4-methylpiperazin-1-yl)-N-[(1R)-1-[3-[3-(methylsulfonylmethyl)phenyl]phenyl]ethyl]benzamide